NC1=C(C(NC2=C(C=CC=C12)C1=NC(=CC=C1)OC(F)(F)F)=O)C(=O)NCCC 4-amino-2-oxo-N-propyl-8-[6-(trifluoromethoxy)-2-pyridinyl]-1H-quinoline-3-carboxamide